C1(CC1)NC(C(CCC1=CC=CC=C1)O)=O (2S)-4-(cyclopropylamino)-3-hydroxy-4-oxo-1-phenylbutan